C(C)OC(=O)C=1C2=C(N=C(C1)Cl)NN=C2 6-chloro-1H-pyrazolo[3,4-b]pyridine-4-carboxylic acid ethyl ester